N,N-diethylanilinium tetrakis(2,3,4,6-tetrafluorophenyl)borate FC1=C(C(=CC(=C1F)F)F)[B-](C1=C(C(=C(C=C1F)F)F)F)(C1=C(C(=C(C=C1F)F)F)F)C1=C(C(=C(C=C1F)F)F)F.C(C)[NH+](C1=CC=CC=C1)CC